CS(=O)(=O)OC1=C(C(=CC=C1)Cl)[C@@H]1CC(=NO1)C=1N=C(SC1)C1CCN(CC1)C(CN1N=C(C=C1C(F)F)C(F)F)=O |r| 2-{(SR)-3-[2-(1-{[3,5-Bis(difluoromethyl)-1H-pyrazol-1-yl]acetyl}piperidin-4-yl)-1,3-thiazol-4-yl]-4,5-dihydro-1,2-oxazol-5-yl}-3-chlorophenyl methanesulfonat